(rac)-2-{1-[3-(5-methoxypyridin-2-yl)pyrazin-2-yl]ethyl}-1H-isoindole-1,3(2H)-dione COC=1C=CC(=NC1)C=1C(=NC=CN1)[C@@H](C)N1C(C2=CC=CC=C2C1=O)=O |r|